Methyl 5-[6-[tert-butoxycarbonyl(methyl)amino]-3-azabicyclo[3.1.0]hexan-3-yl]pyrazine-2-carboxylate C(C)(C)(C)OC(=O)N(C1C2CN(CC12)C=1N=CC(=NC1)C(=O)OC)C